C(C)(C)(C)C1=CC=C(C=C1)C1=NN=C(O1)C1=CC(=CC=C1)C=1OC(=NN1)C1=CC=C(C=C1)C(C)(C)C 1,3-bis[5-(p-tert-butylphenyl)-1,3,4-oxadiazol-2-yl]Benzene